1-ethyl-5-hydroxy-3,8-dimethylpyrido[2,3-d]pyrimidine-2,4,7(1H,3H,8H)-trione C(C)N1C(N(C(C2=C1N(C(C=C2O)=O)C)=O)C)=O